N-{4-[(6,7-dimethoxyquinolin-4-yl)oxy]-3-fluorophenyl}-N'-(4-fluorophenyl)cyclopropane-1,1-dicarboxamide COC=1C=C2C(=CC=NC2=CC1OC)OC1=C(C=C(C=C1)NC(=O)C1(CC1)C(=O)NC1=CC=C(C=C1)F)F